1-([1,1'-biphenyl]-4-yl)-3-(4-(ethylamino)-6-methylpyrimidin-2-yl)urea C1(=CC=C(C=C1)NC(=O)NC1=NC(=CC(=N1)NCC)C)C1=CC=CC=C1